NC=1NC=C(N1)C=1C=C(C=CC1)C1=C(C(=C(C=C1)S(=O)(=O)CCNC(OC(C)(C)C)=O)S(N(CC1=CC=C(C=C1)OC)CC1=CC=C(C=C1)OC)(=O)=O)C=1N=NN(N1)CC1=CC=C(C=C1)OC tert-butyl (2-((3'-(2-amino-1H-imidazol-4-yl)-3-(N,N-bis(4-methoxybenzyl)sulfamoyl)-2-(2-(4-methoxybenzyl)-2H-tetrazol-5-yl)-[1,1'-biphenyl]-4-yl)sulfonyl)ethyl)carbamate